(E)-1-(3-(4-(4-(7-((3,5-dimethoxyphenyl)amino)-quinoxalin-2-yl)-5-methyl-1H-pyrazol-1-yl)piperidine-1-carbonyl)-3-fluoroazetidin-1-yl)-4-(dimethylamino)but-2-en-1-one COC=1C=C(C=C(C1)OC)NC1=CC=C2N=CC(=NC2=C1)C=1C=NN(C1C)C1CCN(CC1)C(=O)C1(CN(C1)C(\C=C\CN(C)C)=O)F